((2-(1,3-Dioxolan-2-yl)-3,4-difluorophenyl)amino)-5-fluoro-4-(trifluoro-methyl)benzoic acid O1C(OCC1)C1=C(C=CC(=C1F)F)NC1=C(C(=O)O)C=C(C(=C1)C(F)(F)F)F